6-((2-((3R,4S)-3-Amino-4-methoxypiperidin-1-yl)-6-fluoro-1H-benzo[d]imidazol-1-yl)methyl)nicotinonitril N[C@@H]1CN(CC[C@@H]1OC)C1=NC2=C(N1CC1=NC=C(C#N)C=C1)C=C(C=C2)F